C/C(/C(=O)OCC)=C(\C)/OS(=O)(=O)C(F)(F)F Ethyl (Z)-2-methyl-3-(((trifluoromethyl)sulfonyl)oxy)but-2-enoate